C(\C=C\C(=O)OCC(CCCC)CC)(=O)OCC(CCCC)CC di-(2-ethylhexyl) fumarate